N1=CC=C(C=C1)N1CCCC1 (3R)-1-(4-pyridyl)pyrrolidin